10-methylenepalmitoyl chloride C=C(CCCCCCCCC(=O)Cl)CCCCCC